tert-butyl (tert-butoxycarbonyl)(hept-6-yn-1-yl)carbamate C(C)(C)(C)OC(=O)N(C(OC(C)(C)C)=O)CCCCCC#C